7-((3R,4R)-3-fluoro-4-((1-methyl-1H-indazol-5-yl)oxy)piperidin-1-yl)-6-methyl-[1,2,4]triazolo[4,3-a]pyrimidin-3(2H)-one F[C@@H]1CN(CC[C@H]1OC=1C=C2C=NN(C2=CC1)C)C1=NC=2N(C=C1C)C(NN2)=O